6-(2-(3-(2-chloro-4-fluorophenyl)-5-cyclopropylisoxazol-4-yl)-7-azaspiro[3.5]non-1-en-7-yl)-4-(trifluoromethyl)quinoline-2-carboxylic acid ClC1=C(C=CC(=C1)F)C1=NOC(=C1C1=CC2(C1)CCN(CC2)C=2C=C1C(=CC(=NC1=CC2)C(=O)O)C(F)(F)F)C2CC2